C1=CC(=CC=C1/C=C/C(=O)O)Cl The molecule is an organochlorine compound comprising trans-cinnamic acid having a chloro substituent at the 4-position on the phenyl ring. It derives from a trans-cinnamic acid.